2-((2-(4-(3-((1H-indazol-5-yl)ethynyl)-5-fluorophenyl)pyrimidin-2-yl)isoindolin-5-yl)oxy)-N,N-dimethylethanamine N1N=CC2=CC(=CC=C12)C#CC=1C=C(C=C(C1)F)C1=NC(=NC=C1)N1CC2=CC=C(C=C2C1)OCCN(C)C